C(C=C)(=O)N1C(CN(CC1)C1=NC=NC2=CC(=C(C=C12)C1CC1)Cl)C#N 1-acryloyl-4-(7-chloro-6-cyclopropylquinazolin-4-yl)piperazine-2-carbonitrile